1,3-dibromo-2-(2,3-dibromopropyloxy)-5-isononylbenzene BrC1=C(C(=CC(=C1)CCCCCCC(C)C)Br)OCC(CBr)Br